COC1=C(CN2C(C(CCC2)O)C(=O)O)C(=CC(=C1)\C=C\C=1C(=C(C=CC1)C1=CC=CC=C1)C)OC (E)-1-(2,6-dimethoxy-4-(2-(2-methylbiphenyl-3-yl)ethenyl)benzyl)-3-hydroxypiperidine-2-carboxylic acid